5-hydroxyphenol OC=1C=CC=C(C1)O